benzyl-di(2-hydroxyethyl)octadecyl-ammonium chloride [Cl-].C(C1=CC=CC=C1)[N+](CCCCCCCCCCCCCCCCCC)(CCO)CCO